ClC1=NC=2N(C(=C1C1=CC=CC=C1)Cl)N=CC2C(=O)OCC Ethyl 5,7-dichloro-6-phenylpyrazolo[1,5-a]pyrimidine-3-carboxylate